N-[2-fluoro-3-methyl-4-(1-methylbenzimidazol-5-yl)oxy-phenyl]-6-methylsulfinyl-pyrimido[5,4-d]pyrimidin-4-amine FC1=C(C=CC(=C1C)OC1=CC2=C(N(C=N2)C)C=C1)NC=1C2=C(N=CN1)C=NC(=N2)S(=O)C